1-(7-chloro-8-fluoro-5-methyl-2-(((R)-tetrahydrofurane-2-yl)methoxy)pyrido[4,3-d]pyrimidin-4-yl)piperidin-3-ol ClC1=C(C=2N=C(N=C(C2C(=N1)C)N1CC(CCC1)O)OC[C@@H]1OCCC1)F